COC1=C(OC=2OC3=C(C(C2)=O)C=CC=C3)C=CC=C1 (2-methoxyphenoxy)-4H-benzopyran-4-one